C(C)(C)(C)OC(N(CC1=CC(=C(C=C1)C1=CC=CC=C1)Cl)CCC=1OC(=CN1)CC(=O)N)=O tert-butyl(2-(5-(2-amino-2-oxoethyl)oxazol-2-yl)ethyl)((2-chloro-[1,1'-biphenyl]-4-yl)methyl)carbamate